COC(=O)C1=CN(C(C(=C1N)I)=O)C1(CC1)C 4-amino-5-iodo-1-(1-methylcyclopropyl)-6-oxo-1,6-dihydropyridine-3-carboxylic acid methyl ester